ClC1=C(COC=2C=C(C=NC2N)C2=NC=CC=C2)C(=CC=C1)Cl 5'-(2,6-dichloro-benzyloxy)-[2,3']bipyridinyl-6'-ylamine